7-chloro-1-(4,6-diisopropylpyrimidin-5-yl)-6-fluoro-4-hydroxy-1,8-naphthyridin-2(1H)-one ClC1=C(C=C2C(=CC(N(C2=N1)C=1C(=NC=NC1C(C)C)C(C)C)=O)O)F